CC1=CC=2C=3N(C(=NC2C(=C1)C(C)NC1=C(C(=O)O)C=CC=C1)N1CCC2(CC2)CC1)C=NN3 2-((1-(9-methyl-5-(6-azaspiro[2.5]octan-6-yl)-[1,2,4]triazolo[4,3-c]quinazolin-7-yl)ethyl)amino)benzoic acid